Cl.C(CCCCC)NO N-hexylhydroxylamine hydrochloride